4-(3,4-difluorophenyl)pyridin-3-ol FC=1C=C(C=CC1F)C1=C(C=NC=C1)O